CC[C@@H](C(=O)O)Br L-2-bromobutyric acid